C(C)(C)(C)OC(=O)N1C[C@H](CC=C1C=1C=CC2=CN(N=C2C1)C1CCN(CC1)C)C.[F-].C(C)[N+]1=C(C=CC=C1)CCCC 1-Ethyl-2-butylpyridinium fluorid tert-Butyl-(3S)-3-methyl-6-[2-(1-methyl-4-piperidyl)indazol-6-yl]-3,4-dihydro-2H-pyridine-1-carboxylate